6-(4-Phenylbut-3-en-2-yl)-2,3-dihydro-[1,4]dioxino[2,3-b]pyridine C1(=CC=CC=C1)C=CC(C)C1=CC=C2C(=N1)OCCO2